6-(cyclopropanecarboxamido)-4-((2-methoxy-3-(1-((3S,4R)-4-methoxytetrahydrofuran-3-yl)-1H-pyrazol-4-yl)phenyl)amino)pyridazine-3-carboxamide C1(CC1)C(=O)NC1=CC(=C(N=N1)C(=O)N)NC1=C(C(=CC=C1)C=1C=NN(C1)[C@H]1COC[C@@H]1OC)OC